2-CHLORO-6-METHYLPYRIDINE-3-BORONIC ACID ClC1=NC(=CC=C1B(O)O)C